1,7-bis(triphenylphosphonio)heptane C1(=CC=CC=C1)[P+](CCCCCCC[P+](C1=CC=CC=C1)(C1=CC=CC=C1)C1=CC=CC=C1)(C1=CC=CC=C1)C1=CC=CC=C1